NCCNCC[Si](O[Si](CCNCCN)(C)C)(C)C 1,3-bis(2-aminoethylaminoethyl)tetramethyldisiloxane